Valinamide carbamate C(N)(O)=O.N[C@@H](C(C)C)C(=O)N